C(C)[B] ethyl-(boron)